F[C@@H]1C[C@@]2(CCCN2C1)COC=1N=CC2=C(N1)C=CN=C2 (((2R,7aS)-2-fluorotetrahydro-1H-pyrrolizin-7a(5H)-yl)methoxy)pyrido[4,3-d]pyrimidin